(R)-6-chloro-3-((1-(2-cyano-7-methyl-3-(methyl(3,3,3-trifluoropropyl)amino)quinoxalin-5-yl)ethyl)amino)picolinic acid ClC1=CC=C(C(=N1)C(=O)O)N[C@H](C)C1=C2N=C(C(=NC2=CC(=C1)C)C#N)N(CCC(F)(F)F)C